CC1=C(CN2CCN(CC2)C(=O)N2N=C(C=C2)NS(=O)(=O)C)C=CC=C1C(F)(F)F N-(1-(4-(2-Methyl-3-(trifluoromethyl)benzyl)piperazine-1-carbonyl)-1H-pyrazol-3-yl)methanesulfonamide